PYRIDO[2,3-B][1,5]BENZODIAZEPIN-5-ONE N1=CC=CC2=C1N=C1C(=NC2=O)C=CC=C1